tert-butyl 2-[(3R)-pyrrolidin-3-yl]oxyacetate N1C[C@@H](CC1)OCC(=O)OC(C)(C)C